6-((1R,4r)-1-(cyclopropylimino)-4-fluoro-1-oxidohexahydro-1λ6-thiopyran-4-yl)-4-(((R)-1-(3-(difluoromethyl)-2-fluorophenyl)ethyl)amino)-8-methylpyrido[2,3-d]pyrimidin-7(8H)-one C1(CC1)N=S1(CCC(CC1)(F)C1=CC2=C(N=CN=C2N[C@H](C)C2=C(C(=CC=C2)C(F)F)F)N(C1=O)C)=O